COC1=C(CN2CCN(CC2)CCOC2CCN(CC2)C(=O)C=2C=CC(=C(C2)N2C(NC(CC2)=O)=O)OC)C(=CC(=C1)C1=CN(C(C2=CN=CC=C12)=O)C)OC 1-(5-(4-(2-(4-(2,6-dimethoxy-4-(2-methyl-1-oxo-1,2-dihydro-2,7-naphthyridin-4-yl)benzyl)piperazin-1-yl)ethoxy)piperidine-1-carbonyl)-2-methoxyphenyl)dihydropyrimidine-2,4(1H,3H)-dione